NC1=NC(=NC=C1)C=1C(=NN(C1OCC[C@H](C)NC1=C(C=NC(=C1)Cl)C1=NC=C(C=C1F)CN1CC(C(C1)(C)C)O)C)C 1-((4'-(((S)-4-((4-(4-aminopyrimidin-2-yl)-1,3-dimethyl-1H-pyrazol-5-yl)oxy)butan-2-yl)amino)-6'-chloro-3-fluoro-[2,3'-bipyridin]-5-yl)methyl)-4,4-dimethylpyrrolidin-3-ol